FC=1C=C(C=C(C1)F)C1=C(C(=CC=C1)CC(=O)N[C@H]1C(CCC[C@@H]1N1CCC2(CCCN2)CC1)(F)F)OC 2-(3',5'-difluoro-2-methoxy-[1,1'-biphenyl]-3-yl)-N-((1R,6S)-2,2-difluoro-6-(1,8-diazaspiro[4.5]decan-8-yl)cyclohexyl)acetamide